5-(3-((1-(5-chloro-4-((1-methyl-2-oxo-3-(2-oxopropoxy)-1,2-dihydroquinolin-6-yl)amino)pyrimidin-2-yl)piperidin-4-yl)oxy)azetidin-1-yl)-2-(2,6-dioxopiperidin-3-yl)isoindoline-1,3-dione ClC=1C(=NC(=NC1)N1CCC(CC1)OC1CN(C1)C=1C=C2C(N(C(C2=CC1)=O)C1C(NC(CC1)=O)=O)=O)NC=1C=C2C=C(C(N(C2=CC1)C)=O)OCC(C)=O